FC1(CC(C1)[C@@H](O)C1=CC=C2C=CC(=NC2=C1)C1=CC=2C(N=C1)=NN(C2)C)F (R)-(3,3-difluorocyclobutyl)(2-(2-methyl-2H-pyrazolo[3,4-b]pyridin-5-yl)-7-quinolinyl)methanol